ClC=1C=CC(=NC1)COC1=NN=C(S1)NC(C1=CN=C(C=C1C1=C(C=CC=C1OC)F)C)=O N-(5-((5-chloropyridin-2-yl)methoxy)-1,3,4-thiadiazol-2-yl)-4-(2-fluoro-6-methoxyphenyl)-6-methylnicotinamide